1-(1-(3-chloro-2-fluorophenyl)cyclopropyl)-4-((3-fluoro-6-((5-methyl-1H-pyrazol-3-yl)amino)pyridin-2-yl)methyl)piperidine-4-carboxylic acid ClC=1C(=C(C=CC1)C1(CC1)N1CCC(CC1)(C(=O)O)CC1=NC(=CC=C1F)NC1=NNC(=C1)C)F